C(C)S(=O)(=O)C1=C(N=C(N1C)C1=NC=C(C#N)C=C1)C1=NC2=C(N1C)C=C1C(=C2)OC(C(O1)(F)F)(F)F 6-[5-(Ethylsulfonyl)-1-methyl-4-(6,6,7,7-tetrafluoro-1-methyl-6,7-dihydro-1H-[1,4]dioxino[2,3-f]benzimidazol-2-yl)-1H-imidazol-2-yl]nicotinonitrile